ClC1=NC2=C(C(=CC=C2C(=N1)Cl)OC)OCC 2,4-dichloro-7-methoxy-8-ethoxyquinazoline